2-((6-(bis(4-methoxybenzyl)amino)-5-fluoropyridin-3-yl)oxy)acetonitrile COC1=CC=C(CN(C2=C(C=C(C=N2)OCC#N)F)CC2=CC=C(C=C2)OC)C=C1